1-methyl-imidazole-2-carboxamide CN1C(=NC=C1)C(=O)N